FC=1C=C(C=CC1)[C@@H]1N(CCC1)C=1C=CC=2N(N1)C(=CN2)C2=CC=CC(=N2)N2CCN(CC2)CC2=CC=C(C=C2)N2C(NC(CC2)=O)=O (R)-1-(4-((4-(6-(6-(2-(3-fluorophenyl)pyrrolidin-1-yl)imidazo[1,2-b]pyridazin-3-yl)pyridin-2-yl)piperazin-1-yl)methyl)phenyl)dihydropyrimidine-2,4(1H,3H)-dione